Cl.NC\C=C(\CN1C(=NC2=C1C=CC=C2C2=CC=C(C=C2)S(=O)(=O)NC2CC2)CC)/F (Z)-4-(1-(4-amino-2-fluorobut-2-en-1-yl)-2-ethyl-1H-benzo[d]imidazol-4-yl)-N-cyclopropylbenzenesulfonamide Hydrochloride